C(C)(C)(C)OC(N(C(=O)OC(C)(C)C)C1=NC=C(N=C1OC)Br)=O (5-bromo-3-methoxypyrazin-2-yl)-N-(tert-butoxycarbonyl)carbamic acid tert-butyl ester